3,5-dibutyl-phenol C(CCC)C=1C=C(C=C(C1)CCCC)O